3-((((5S,7R,8S,9S,10R)-8,10-dihydroxy-7-(hydroxymethyl)-1,6-dioxaspiro[4.5]decan-9-yl)oxy)methyl)-5,6-difluoro-2H-chromen-2-one O[C@H]1[C@H](O[C@@]2(CCCO2)[C@@H]([C@H]1OCC=1C(OC2=CC=C(C(=C2C1)F)F)=O)O)CO